FC1([C@@H]([C@H](CCC1)O[C@@H]1CCN(CCC1)C(C)C)NS(=O)(=O)C1=CC=C(C=C1)[N+](=O)[O-])F N-[(1R,6S)-2,2-difluoro-6-{[(4S)-1-isopropylazepan-4-yl]oxy}cyclohexyl]-4-nitrobenzenesulfonamide